O=S1(CCN(CC1)C1=CC=C(C=C1)N1[C@@H]2CN(C[C@H](C1)CC2(C)C)C(=O)NC2CCOCC2)=O (1S,5S)-6-(4-(1,1-dioxidothiomorpholino)phenyl)-9,9-dimethyl-N-(tetrahydro-2H-pyran-4-yl)-3,6-diazabicyclo[3.2.2]nonane-3-carboxamide